F[P-](F)(F)(F)(F)F.Br[P+](N1CCCC1)(N1CCCC1)N1CCCC1 bromo(tripyrrolidin-1-yl)phosphanium hexafluorophosphate